L-aspartic acid monopotassium salt [K+].N[C@@H](CC(=O)O)C(=O)[O-]